tertbutyl 4-benzyl-methylpiperazine-1-carboxylate C(C1=CC=CC=C1)N1CC(N(CC1)C(=O)OC(C)(C)C)C